trioctyl aconitate C(C=C(C(=O)OCCCCCCCC)CC(=O)OCCCCCCCC)(=O)OCCCCCCCC